CC(CCCCCCC)N Nonan-2-amine